C1CC12CC(C2)CN spiro[2.3]hex-5-ylmethylamine